N-(3-cyano-4-fluorophenyl)-N'-hydroxy-4-{[2-(sulfamoylamino)ethyl]sulfanyl}-1,2,5-oxadiazole-3-carboximidamide C(#N)C=1C=C(C=CC1F)NC(=NO)C1=NON=C1SCCNS(N)(=O)=O